C(C)(C)(C)C(CCNC([O-])=O)OC1=NC(=C2N=C(N(C2=N1)CC1=CC(=CC=C1)Br)OC)N (tert-butyl 3-((6-amino-9-(3-bromobenzyl)-8-methoxy-9H-purin-2-yl)oxy)propyl)carbamate